(1S)-1-(4-fluorophenyl)-3,4-dihydroisoquinoline-2(1H)-carboxylic acid FC1=CC=C(C=C1)[C@@H]1N(CCC2=CC=CC=C12)C(=O)O